6-bromo-2-chloro-1,3-benzoxazole BrC1=CC2=C(N=C(O2)Cl)C=C1